ClC(C(=O)OC)C(COC)=O methyl 2-chloro-4-methoxy-3-oxo-butanoate